ClC1=CC2=C(NC=N2)C=C1Cl 5,6-Dichloro-1H-benzimidazole